N-{[3-(4-{[(3S,4R)-3-fluoro-1-methylpiperidin-4-yl]amino}-1-(2,2,2-trifluoroethyl)-1H-indol-2-yl)-1,2,4-oxadiazol-5-yl]methyl}-1-[1-(hydroxymethyl)cyclopropyl]-1H-pyrrole-3-carboxamide F[C@H]1CN(CC[C@H]1NC1=C2C=C(N(C2=CC=C1)CC(F)(F)F)C1=NOC(=N1)CNC(=O)C1=CN(C=C1)C1(CC1)CO)C